4-pentylnonyl 8-[2-aminoethyl-(6-oxo-6-undecoxy-hexyl)amino]octanoate NCCN(CCCCCCCC(=O)OCCCC(CCCCC)CCCCC)CCCCCC(OCCCCCCCCCCC)=O